dimethyl-2,3-dihydroquinazolin-4(1H)-one CC1(NC2=CC=CC=C2C(N1)=O)C